(E)-3-(2-(4-Methylpiperidin-1-yl)-6-(trifluoromethyl)pyridin-3-yl)-N-(2-oxo-2,3-dihydro-1H-benzo[d]imidazol-4-yl)acrylamid CC1CCN(CC1)C1=NC(=CC=C1/C=C/C(=O)NC1=CC=CC=2NC(NC21)=O)C(F)(F)F